2-(6-{5-chloro-2-[(oxan-4-yl)amino]pyrimidin-4-yl}-1-oxo-2,3-dihydro-1H-isoindol-2-yl)-N-[(1S)-1-(4-fluoro-3-methoxyphenyl)-2-hydroxyethyl]-acetamide ClC=1C(=NC(=NC1)NC1CCOCC1)C1=CC=C2CN(C(C2=C1)=O)CC(=O)N[C@H](CO)C1=CC(=C(C=C1)F)OC